CCCCC(CCCCCCCCC)OC(=O)N[C@@H](CCCCN)C(=O)O N-epsilon-tetradecyloxy-carbonyl-L-lysine